C1(CC1)C1=CC(=NC=C1)CC(C#C[Si](C)(C)C)=O 1-(4-cyclopropylpyridin-2-yl)-4-(trimethylsilyl)-3-butyn-2-one